C(C1=CC=CC=C1)N1C=C(C=2C1=NC=C(C2)F)C(=O)OC methyl 1-benzyl-5-fluoro-1H-pyrrolo[2,3-b]pyridine-3-carboxylate